2-methyl-1,5-Diaminopentane CC(CN)CCCN